O=C1N(C(C2=CC=CC=C12)=O)C[C@H]1N(CCC2=CC=CC(=C12)OCC1=NC=CN=C1)C(=O)[C@H]1[C@H](CCCC1)C(=O)NC (1S,2r)-2-((S)-1-((1,3-dioxoisoindolin-2-yl)methyl)-8-(pyrazin-2-ylmethoxy)-1,2,3,4-tetrahydroisoquinoline-2-carbonyl)-N-methylcyclohexane-1-carboxamide